tert-butyl (1-(3-(4-(1,3-dioxoisoindolin-2-yl)butoxy)propyl)piperidin-4-yl)carbamate O=C1N(C(C2=CC=CC=C12)=O)CCCCOCCCN1CCC(CC1)NC(OC(C)(C)C)=O